COC(=O)[C@H]1N(S(N(C1)CCC)(=O)=O)CC1=CC=CC=C1 (3S)-2-benzyl-5-propyl-1,1-dioxo-1,2,5-thiadiazolidine-3-carboxylic acid methyl ester